OCCN(CCN)C(=O)OC(C)(C)C hydroxyethyl-Boc-ethylenediamine